COC=1C=C(OC2=CC=C(C=C2)N2N=C3C(NCC[C@H]3N3CCNCC3)=C2C(=O)N)C=CC1 (7R)-2-[4-(3-methoxyphenoxy)phenyl]-7-(piperazin-1-yl)-4,5,6,7-tetrahydro-2H-pyrazolo[4,3-b]pyridine-3-carboxamide